tert-butyl 2-(2,3,4,6-tetrafluorophenylsulfonamido)acetate FC1=C(C(=CC(=C1F)F)F)S(=O)(=O)NCC(=O)OC(C)(C)C